methyl 2-((1r,2R,3r,8S)-4-(6-(2-chloro-4-fluorophenyl)-5-(methoxycarbonyl)-2-(thiazol-2-yl)-3,6-dihydropyrimidin-4-yl)cuban-1-yl)oxazole-4-carboxylate ClC1=C(C=CC(=C1)F)C1C(=C(NC(=N1)C=1SC=CN1)C12C3C4C5(C(C14)C2C53)C=5OC=C(N5)C(=O)OC)C(=O)OC